CSC=1N=C(C=NC1)NC1=CC=C(C=C1)N1CCOCC1 5-methylsulfanyl-3-(4-morpholinoanilino)pyrazine